[C-]1(C=CC=C1)C#C.[CH-]1C=CC=C1.[Fe+2] ferrocenylethyne